1-Ethyl-1-methylpropylen C(C)C(=CC)C